threonyl-proline N[C@@H]([C@H](O)C)C(=O)N1[C@@H](CCC1)C(=O)O